FC=1C=C(C=C(C1)F)[C@@H]1N(OCC1)C1=CC(=NC=N1)NC=1C(=CC(=C(C1)NC(C=C)=O)N1CCC(CC1)N1C(CN(CC1)C)=O)OC N-(5-((6-((R)-3-(3,5-difluorophenyl)isoxazolidine-2-yl)pyrimidine-4-yl)amino)-4-methoxy-2-(4-(4-methyl-2-oxopiperazine-1-yl)piperidine-1-yl)phenyl)acrylamide